C1(CC1)COC=1C=CC(=NC1)NC([C@H](C)N1C[C@@H](CCC1)C1=NNC(C=C1)=O)=O (S)-N-(5-(cyclopropylmethoxy)pyridin-2-yl)-2-((R)-3-(6-oxo-1,6-dihydropyridazin-3-yl)piperidin-1-yl)propanamide